bis(4-methoxybenzyl)-5-(trifluoromethyl)pyrazin-2-amine COC1=CC=C(CC2=C(N=C(C(=N2)N)CC2=CC=C(C=C2)OC)C(F)(F)F)C=C1